N-[2-chloro-4-(trifluoromethyl)phenyl]-2-{2-[4-(difluoromethylidene)piperidin-1-yl]-5-ethyl-7-oxo-6-(piperazin-1-yl)-[1,2,4]triazolo[1,5-a]pyrimidin-4-yl}acetamide hydrochloride Cl.ClC1=C(C=CC(=C1)C(F)(F)F)NC(CN1C=2N(C(C(=C1CC)N1CCNCC1)=O)N=C(N2)N2CCC(CC2)=C(F)F)=O